S(=O)(=O)(ON1C2CCC(N(C1=O)C2)SC(F)(F)F)O 7-oxo-2-[(trifluoromethyl)sulfanyl]-1,6-diazabicyclo[3.2.1]octan-6-yl hydrogen sulfate